6-[4-[[4-(3-Hydroxyphenyl)-3-methylphenyl]methyl]piperazin-1-yl]pyridazine-3-carboxylic acid OC=1C=C(C=CC1)C1=C(C=C(C=C1)CN1CCN(CC1)C1=CC=C(N=N1)C(=O)O)C